Pyridylether N1=C(C=CC=C1)OC1=NC=CC=C1